NCCNC(=O)C1=C(NC(=C1C)\C=C\1/C(NC2=CC=C(C=C12)F)=O)C (Z)-N-(2-Aminoethyl)-5-((5-fluoro-2-oxoindolin-3-ylidene)methyl)-2,4-dimethyl-1H-pyrrole-3-carboxamide